C(C)(C)(C)OC(=O)N1C[C@H](CCC1)NC=1C2=C(N=CN1)C(=CC(=N2)C2=CC=C(C=C2)CN2C1COCC2C1)C(N)=O (3S)-3-[[8-carbamoyl-6-(4-[3-oxa-6-azabicyclo[3.1.1]hept-6-ylmethyl]phenyl)pyrido[3,2-d]pyrimidin-4-yl]amino]piperidine-1-carboxylic acid tert-butyl ester